N-(3-acetamidopentan-2-yl)-N-acetylacetamide C(C)(=O)NC(C(C)N(C(C)=O)C(C)=O)CC